FC(OC1=CC=C(C=N1)C1=NN(C(C=C1)=O)CC(=O)NC(C)(C)CC)F 2-(3-(6-(difluoromethoxy)pyridin-3-yl)-6-oxopyridazin-1(6H)-yl)-N-(tert-pentyl)acetamide